2-{2-chloro-6-[(3R)-3-methylmorpholin-4-yl]pyrimidin-4-yl}-2-methylpropanenitrile ClC1=NC(=CC(=N1)C(C#N)(C)C)N1[C@@H](COCC1)C